methyl (R)-2-(6-(1-((tert-butoxycarbonyl)amino)ethyl)-1H-indol-2-yl)-7-methoxy-1-methyl-1H-benzo[d]imidazole-5-carboxylate C(C)(C)(C)OC(=O)N[C@H](C)C1=CC=C2C=C(NC2=C1)C1=NC2=C(N1C)C(=CC(=C2)C(=O)OC)OC